C(C1=CC=CC=C1)N1C(C1)C(=O)C1=CC=C(C=C1)S(=O)(=O)C 1-benzyl-2-(4-methylsulfonylphenyl)formyl-aziridine